C(C1=CC=CC=C1)SC1=CC=C(C=C1)CCCOC1=CC=C(C=C1)C1=CC=C(C=C1)C1=N[C@H](C=2N(C3=C1C(=C(S3)C)C)C(=NN2)C)CC(=O)OC Methyl [(6S)-4-(4'-{3-[4-(benzylsulfanyl)phenyl]propoxy}[1,1'-biphenyl]-4-yl)-2,3,9-trimethyl-6H-thieno[3,2-f][1,2,4]triazolo[4,3-a][1,4]diazepin-6-yl]acetate